C(C1=CC(O)=C(O)C(O)=C1)(=O)O[C@@H](C=O)[C@@H](OC(C1=CC(O)=C(O)C(O)=C1)=O)[C@H](OC(C1=CC(O)=C(O)C(O)=C1)=O)[C@H](O)CO tri-O-galloyl-glucose